[Cl-].COC1=NC(=NC(=N1)OC)[N+]1(CCOCC1)C 4-(4,6-dimethoxy[1,3,5]triazin-2-yl)-4-methylmorpholinium chloride